OC=1C=C(C=CC1C(=O)N1CCOCC1)C1=CN=C(C2=C1N=C(N=C2)NC2CCC(CC2)OC)C2=C(C(=O)N)C=CC=C2 (8-(3-hydroxy-4-(morpholine-4-carbonyl)phenyl)-2-(((1R,4R)-4-methoxycyclohexyl)amino)pyrido[4,3-d]pyrimidin-5-yl)benzamide